The molecule is a dipeptide that is the N-(L-alpha-aspartyl) derivative of L-isoleucine. It has a role as a human urinary metabolite. It derives from a L-aspartic acid and a L-isoleucine. CC[C@H](C)[C@@H](C(=O)O)NC(=O)[C@H](CC(=O)O)N